C(C)N(C=1C=CC2=C(NC3=NC(C(=CC3=C2)[C@@H]2O[C@@H](C(C2)=O)CO)=O)C1)CC 8-(diethylamino)-3-((2R,5R)-5-(hydroxymethyl)-4-oxotetrahydrofuran-2-yl)benzo[b][1,8]naphthyridin-2(10H)-one